C1CC(=O)C2=CC(=C(C=C21)F)F 5,6-difluoroindanone